2-[3-(dibenzothiophene-4-yl)phenyl]-1-phenyl-1H-benzimidazole C1=CC=C(C=2SC3=C(C21)C=CC=C3)C=3C=C(C=CC3)C3=NC2=C(N3C3=CC=CC=C3)C=CC=C2